3-(Pyridin-4-yl)-6-(pyrrolidin-1-ylmethyl)pyrazolo[1,5-a]pyrimidine N1=CC=C(C=C1)C=1C=NN2C1N=CC(=C2)CN2CCCC2